5-methyl-cyclohexane-1,3-dione CC1CC(CC(C1)=O)=O